COC=1C=C(C=CC1OCCCN1CCCC1)N1C(=NC2=CC=C(C=C2C1=O)S(F)(F)(F)(F)F)C 3-(3-methoxy-4-(3-(pyrrolidin-1-yl)propoxy)phenyl)-2-methyl-6-(pentafluorosulfanyl)quinazolin-4(3H)-one